4-Hydroxy-4-(((1S)-4-hydroxy-1-phenylpentyl)carbamoyl)piperidine-1-carboxylic acid tert-butyl ester C(C)(C)(C)OC(=O)N1CCC(CC1)(C(N[C@@H](CCC(C)O)C1=CC=CC=C1)=O)O